1-chloro-7-fluorodibenzo-[b,d]furan ClC1=CC=CC=2OC3=C(C21)C=CC(=C3)F